N-(isobutoxy)methacrylamide C(C(C)C)ONC(C(=C)C)=O